4-hydroxy-3,5-dichlorobenzaldehyde OC1=C(C=C(C=O)C=C1Cl)Cl